C(C)(CC)C1C(NC2=C(CN1C(=O)C1=CC=NN1)C=CC=C2)=O 3-(sec-butyl)-4-(1H-pyrazole-5-carbonyl)-1,3,4,5-tetrahydro-2H-benzo[1,4]diazepin-2-one